tert-Butyl 2-(3-fluoro-5-methyl-4-(3-(1-methyl-1H-pyrazol-4-yl)-1-((2-(trimethylsilyl)ethoxy)methyl)-1H-pyrazolo[3,4-c]pyridin-5-yl)phenyl)pyrrolidine-1-carboxylate FC=1C=C(C=C(C1C=1C=C2C(=CN1)N(N=C2C=2C=NN(C2)C)COCC[Si](C)(C)C)C)C2N(CCC2)C(=O)OC(C)(C)C